1-(2-trityl-2H-tetrazol-5-yl)ethan C(C1=CC=CC=C1)(C1=CC=CC=C1)(C1=CC=CC=C1)N1N=C(N=N1)CC